C(C)(C)OS(=O)(=O)C1=CC=CC=C1.[Li] lithium isopropylbenzenesulfonate